1-(pyrimidin-2-ylmethyl)piperazin-2-one N1=C(N=CC=C1)CN1C(CNCC1)=O